4-(4-chlorobenzyl)-1-(3-fluoro-5-vinylpyridin-2-yl)-3-(oxetan-3-yl)piperazine-2,5-dione ClC1=CC=C(CN2C(C(N(CC2=O)C2=NC=C(C=C2F)C=C)=O)C2COC2)C=C1